CC1=NC=CC(=C1)C1=CN=C(N1)O 5-(2-methylpyridin-4-yl)-1H-imidazol-2-ol